N-(4-(5-(difluoromethyl)-1,3,4-oxadiazol-2-yl)benzyl)-N-(2-isopropylisoindolin-5-yl)methanesulfonamide FC(C1=NN=C(O1)C1=CC=C(CN(S(=O)(=O)C)C=2C=C3CN(CC3=CC2)C(C)C)C=C1)F